C(C)(C)N(P(OCCC#N)OCC#C)C(C)C 2-cyanoethyl prop-2-yn-1-yl diisopropylphosphoramidite